FC(S(=O)(=O)NC1=C(C=C(C=C1)C1=NNC(=C1C(=O)N)NC1=NC=CN=C1)OCC1=CC=C(C=C1)F)F 3-(4-((difluoromethyl)sulfonamido)-3-((4-fluorobenzyl)oxy)phenyl)-5-(pyrazin-2-ylamino)-1H-pyrazole-4-carboxamide